FC1=CC=C(CN(S(=O)(=O)C2=CC=C(C=C2)NC(=O)NCC2=CC=NC=C2)CC2=CC=C(C=C2)OC)C=C1 N-(4-fluorobenzyl)-N-(4-methoxybenzyl)-4-(3-(pyridin-4-ylmethyl)ureido)benzenesulfonamide